C(C)(C)(C)OC(=O)N1CCC(CC1)N1C(C(=C(C=C1)C(=O)O)C=O)=O 1-(1-(tert-butoxycarbonyl)piperidin-4-yl)-3-formyl-2-oxo-1,2-dihydropyridine-4-carboxylic acid